nickel potassium monohydrochloride Cl.[K].[Ni]